CC(CCCCCCC(CCC(CCCCC(=O)O)C)C)C 16-methyl-6,9-dimethyl-heptadecanoic acid